OC(C=O)(C)C 2-Hydroxy-2-methyl-propanal